(R)-N-[4-[8-amino-6-methyl-3-(trideuteriomethyl)imidazo[1,5-a]pyrazin-1-yl]-6-methyl-2-pyridyl]-2-(3-fluorophenyl)-2-hydroxy-acetamide NC=1C=2N(C=C(N1)C)C(=NC2C2=CC(=NC(=C2)C)NC([C@H](O)C2=CC(=CC=C2)F)=O)C([2H])([2H])[2H]